FC=1C=C2C(=CN(C2=CC1N1[C@H](COCC1)C)C)C=O 5-fluoro-1-methyl-6-[(3S)-3-methylmorpholin-4-yl]Indole-3-carbaldehyde